C(C1=CC=CC=C1)(=S)N1C(CCC1=O)=O N-thiobenzoylsuccinimide